N(=[N+]=[N-])C1C=CCCC1 3-azidocyclohex-1-ene